5-Bromo-N-(2-methoxy-5-methyl-4-(4-(4-methylpiperazin-1-yl)piperidin-1-yl)phenyl)-N-(2-((3-Methyloxetan-3-yl)oxy)phenyl)pyrimidine-2,4-diamine BrC=1C(=NC(=NC1)N(C1=C(C=CC=C1)OC1(COC1)C)C1=C(C=C(C(=C1)C)N1CCC(CC1)N1CCN(CC1)C)OC)N